OC1C(NC2=CC=CC=C12)=O 3-hydroxyindolinone